OC1=C2CCC(C2=CC=C1)NC(=O)C=1C(NC(=CC1)C(F)(F)F)=O N-(4-hydroxy-2,3-dihydro-1H-inden-1-yl)-2-oxo-6-(trifluoromethyl)-1,2-dihydropyridine-3-carboxamide